racemic-tert-butyl (((2R*,3S*,4R*)-5-chloro-4-(6-cyano-2-fluoro-3-methoxyphenyl)-3-hydroxy-2-(pyridin-2-yl)-2,3-dihydrobenzofuran-2-yl)methyl)carbamate ClC=1C=CC2=C([C@@H]([C@](O2)(C2=NC=CC=C2)CNC(OC(C)(C)C)=O)O)C1C1=C(C(=CC=C1C#N)OC)F |r|